N-vinyl-ethylenediamine C(=C)NCCN